CC=1C(CC(C1)(C)C)=O 3,5,5-Trimethyl-2-oxo-3-cyclopenten